((1R,4R)-4-(4-(((R)-1-(3-amino-5-(trifluoromethyl)phenyl)ethyl)amino)-7-methyl Oxy-2-methylquinazolin-6-yl)cyclohexyl)(4-(3-(piperidin-4-yl)prop-2-yn-1-yl)piperazin-1-yl)methyl ketone NC=1C=C(C=C(C1)C(F)(F)F)[C@@H](C)NC1=NC(=NC2=CC(=C(C=C12)C1CCC(CC1)C(N1CCN(CC1)CC#CC1CCNCC1)C(=O)C(C1CCC(CC1)C=1C=C2C(=NC(=NC2=CC1OC)C)N[C@H](C)C1=CC(=CC(=C1)C(F)(F)F)N)N1CCN(CC1)CC#CC1CCNCC1)OC)C